3-(3-(4-pyridyl)-4-thiazolinonyl)-N-(4-pyrazolylbutyl)benzamide N1=CC=C(C=C1)N1C(SC=C1C=1C=C(C(=O)NCCCCC2=NNC=C2)C=CC1)=O